C(=O)(OCC1C2=CC=CC=C2C2=CC=CC=C12)N[C@H](CCS)C(=O)O Fmoc-D-Homocysteine